[Cl-].C1(CC1)C1=CC=C(C=N1)N1N=CN=C1C[NH3+] [1-(6-cyclopropylpyridin-3-yl)-1H-1,2,4-triazol-5-yl]methanaminium chloride